FC1(CCN(CC1)CC1=CC=C(CNC2=CC=C(C=C2)C2C(NC(CC2)=O)=O)C=C1)F 3-(4-((4-((4,4-difluoropiperidin-1-yl)methyl)benzyl)amino)phenyl)piperidine-2,6-dione